O1C(=CC=C1)C1=NC=C(C(=C1)OC=1C(=NC(=NC1)N)N)C(C)C 5-((2-(furan-2-yl)-5-isopropylpyridin-4-yl)oxy)pyrimidine-2,4-diamine